ClC=1C=C(C=CC1Cl)C=1N(C(=CC(C1C(=O)O)=O)CN1N=C(C=C1)OCC)CC 2-(3,4-dichlorophenyl)-6-[(3-ethoxypyrazol-1-yl)methyl]-1-ethyl-4-oxo-pyridine-3-carboxylic acid